[N-]1N=C(N=C1)C1=N[N-]C=N1 Bis-triazolide